1-((2-(benzo[d][1,3]dioxolan-5-yl)ethyl)amino)-2-(2,4-difluorophenyl)-3-(1H-tetrazol-1-yl)propan-2-ol O1COC2=C1C=CC(=C2)CCNCC(CN2N=NN=C2)(O)C2=C(C=C(C=C2)F)F